1-(3,3-difluoro-2H-benzofuran-5-yl)-5-methyl-pyrazol FC1(COC2=C1C=C(C=C2)N2N=CC=C2C)F